4-((3'-chloro-4'-(trifluoromethoxy)-[1,1'-biphenyl]-4-yl)oxy)-1H-1,2,3-triazole-5-carboxylic acid ClC=1C=C(C=CC1OC(F)(F)F)C1=CC=C(C=C1)OC=1N=NNC1C(=O)O